NC=1OC2=C(C(N1)=O)C=CC=C2 2-amino-4H-benzo[e][1,3]oxazin-4-one